BrC=1N=C(SC1)NC(=O)[C@H]1N(C[C@@H](C1)F)C(=O)OC(C)(C)C tert-butyl (2S,4R)-2-((4-bromothiazol-2-yl) carbamoyl)-4-fluoropyrrolidine-1-carboxylate